decylmethyl-ammonium chloride [Cl-].C(CCCCCCCCC)[NH2+]C